(+/-)-1-(3,3-dimethyloxetane-2-yl)methanamine CC1([C@@H](OC1)CN)C |r|